3-bromopyridine-formaldehyde BrC=1C(=NC=CC1)C=O